(2-Chloro-4-fluoro-phenyl)-[8-[5-[[4-(4-fluorophenyl)-1-piperidinyl]sulfonyl]-2-(methoxymethoxy)phenyl]-3,8-diazabicyclo[3.2.1]oct-3-yl]methanone ClC1=C(C=CC(=C1)F)C(=O)N1CC2CCC(C1)N2C2=C(C=CC(=C2)S(=O)(=O)N2CCC(CC2)C2=CC=C(C=C2)F)OCOC